8-hydroxyquinoline (hydroxyquinolate) OC=1C(=NC2=CC=CC=C2C1)C(=O)O.OC=1C=CC=C2C=CC=NC12